FC=1C=C(C#N)C=C(C1)C1=NC=C2N1C=CC(=C2CO)C 3-fluoro-5-(8-(hydroxymethyl)-7-methylimidazo[1,5-a]pyridin-3-yl)benzonitrile